CC1(CC(CC(C1)N)=O)C N-(5,5-dimethyl-3-oxo-1-cyclohexanyl)amine